NC([C@H](CCC(=O)OC(C)(C)C)N1C(C2=CC(=CC=C2C1)Br)=O)=O tert-butyl (4S)-5-amino-4-(6-bromo-1-oxo-isoindolin-2-yl)-5-oxo-pentanoate